1-(2-chloro-5-(9-(2,2-dimethoxyethyl)-3,9-diazaspiro[5.5]undecane-3-carbonyl)phenyl)dihydropyrimidine-2,4(1H,3H)-dione ClC1=C(C=C(C=C1)C(=O)N1CCC2(CC1)CCN(CC2)CC(OC)OC)N2C(NC(CC2)=O)=O